1-(4-fluoro-1-naphthyl)ethanone FC1=CC=C(C2=CC=CC=C12)C(C)=O